6-Amino-3-((1R,3S)-4'-chloro-3-(3-(trifluoromethyl)-1H-pyrazol-1-yl)-1',2'-dihydrospiro[cyclopentane-1,3'-pyrrolo[2,3-b]pyridin]-5'-yl)-2-fluoro-N,N-dimethylbenzamide NC1=CC=C(C(=C1C(=O)N(C)C)F)C=1C(=C2C(=NC1)NC[C@]21C[C@H](CC1)N1N=C(C=C1)C(F)(F)F)Cl